2,2-Dimethyl-7-phenyl-3,4-dihydrochromen-5-ol CC1(OC=2C=C(C=C(C2CC1)O)C1=CC=CC=C1)C